C(C1=CC=CC=C1)C1(CN(CC1)C(=O)C1=CN=CS1)C=1C=C2C=NN(C2=CC1OC)C1=CC=C(C=C1)F (3-benzyl-3-(1-(4-fluorophenyl)-6-methoxy-1H-indazol-5-yl)pyrrolidin-1-yl)(thiazol-5-yl)methanone